COC1=CC=C(CCC(=O)O)C=C1.Cl[Si](C1=CC=CC=C1)(C)Cl dichloro(methyl)phenyl-silane 4-METHOXYBENZYL-ACETATE